9-chloro-10-hydroxyoctadecanoic acid ClC(CCCCCCCC(=O)O)C(CCCCCCCC)O